tert-butyl (R)-3-(3-((methylsulfonyl)oxy)propoxy)azepane-1-carboxylate CS(=O)(=O)OCCCO[C@H]1CN(CCCC1)C(=O)OC(C)(C)C